ClCC/C(=C(\C1=CC=CC=C1)/C1=CC=C(OCCN(C)CC=2C=C3CN(C(C3=CC2)=O)C2C(NC(CC2)=O)=O)C=C1)/C1=CC=CC=C1 (Z)-3-(5-(((2-(4-(4-chloro-1,2-diphenylbut-1-en-1-yl)phenoxy)ethyl)(methyl)amino)methyl)-1-oxoisoindolin-2-yl)piperidine-2,6-dione